5-(benzylthio)-2-((4-(2,2,2-trifluoroacetyl)piperazin-1-yl)sulfonyl)benzonitrile C(C1=CC=CC=C1)SC=1C=CC(=C(C#N)C1)S(=O)(=O)N1CCN(CC1)C(C(F)(F)F)=O